C(#N)C=1C=C(C=CC1)C=1N=C(SC1C1=CC(=NC(=C1)C)C)NC(=O)N1CCC2(CC(NC2)=O)CC1 N-[4-(3-Cyanophenyl)-5-(2,6-dimethyl-4-pyridyl)thiazol-2-yl]-3-oxo-2,8-diazaspiro[4.5]decan-8-carboxamid